BrC1=CC=C(C=C1)C1=C(C#N)C(=CC(=N1)C1CCOCC1)O (4-bromophenyl)-4-hydroxy-6-(tetrahydro-2H-pyran-4-yl)nicotinonitrile